N1N=NC2=C1C=CC(=C2)C(=O)N2C[C@H]1[C@](C2)(CNC1)C (-)-trans-5-(1H-Benzotriazol-5-carbonyl)-3a-methyl-hexahydro-pyrrolo[3,4-c]pyrrol